C(C)(C)(C)OC(=O)N1CCC(=CC1)C1=C(C=C(C=C1)NC(=O)C1=C(C(=C(C=C1)C=1CCN(CC1)C(=O)OC(C)(C)C)F)F)OC tert-butyl 4-{4-[(4-{1-[(tert-butoxy)carbonyl]-1,2,3,6-tetrahydro pyridin-4-yl}-3-methoxyphenyl)carbamoyl]-2,3-difluorophenyl}-1,2,3,6-tetrahydropyridine-1-carboxylate